4-chlorobenzyl (4-(1-(5-fluoronicotinamido)ethyl)phenyl)carbamate FC=1C=NC=C(C(=O)NC(C)C2=CC=C(C=C2)NC(OCC2=CC=C(C=C2)Cl)=O)C1